Cl.COC([C@@H](N)CCCNC(N[N+](=O)[O-])=N)=O Nω-nitro-L-arginine methyl ester hydrochloride